1,1,2-trichloro-3,3-difluorocyclobutane ClC1(C(C(C1)(F)F)Cl)Cl